N-(2-(Azetidin-1-yl)ethyl)-1,2,3-trimethyl-1H-indole-5-carboxamide N1(CCC1)CCNC(=O)C=1C=C2C(=C(N(C2=CC1)C)C)C